N-methyl-oxetan-3-amine CNC1COC1